CSC1=CC=C2CCCC(C2=C1)=O 7-(methylthio)-3,4-dihydronaphthalen-1(2H)-one